CC1=CC2C(C(CCCC2(C)C)=C)CC1 2,4A,5,6,7,8,9,9A-octahydro-3,5,5-trimethyl-9-methylene-1H-benzocycloheptene